ethyl (S)-6-(bromomethyl)-4-(3,4-difluoro-2-methylphenyl)-2-(thiazol-2-yl)-1,4-dihydropyrimidine-5-carboxylate BrCC1=C([C@@H](N=C(N1)C=1SC=CN1)C1=C(C(=C(C=C1)F)F)C)C(=O)OCC